COCCOCC(=O)NCC1CCN(CC1)C=1SC=C(N1)C(=O)N[C@@H](CO)C(=O)[O-] N-(2-(4-((2-(2-methoxyethoxy)acetamido)methyl)piperidin-1-yl)thiazole-4-carbonyl)-Z-serinate